1-(3,4-difluorophenyl)-3-oxa-1,9-diazaspiro[5.5]undecane-2-one FC=1C=C(C=CC1F)N1C(OCCC12CCNCC2)=O